ethyl 3-(2-chloro-5-(3-chloro-5-(trifluoromethyl) pyridin-2-yl)-4-fluorophenyl)-5-methyl-4,5-dihydroisoxazole-5-carboxylate ClC1=C(C=C(C(=C1)F)C1=NC=C(C=C1Cl)C(F)(F)F)C1=NOC(C1)(C(=O)OCC)C